[3-cyano-4-[(1R)-1-(2-pyridyl)ethoxy]pyrazolo-[1,5-a]pyridin-6-yl]boronic acid C(#N)C=1C=NN2C1C(=CC(=C2)B(O)O)O[C@H](C)C2=NC=CC=C2